(5-(5-(2,3-dihydro-1H-inden-4-yl)-6-methoxy-1H-pyrazolo[4,3-b]pyridin-3-yl)pyridin-2-yl)-1'-methyl-[1,3'-bipyrrolidine]-2'-one C1CCC2=C(C=CC=C12)C1=C(C=C2C(=N1)C(=NN2)C=2C=CC(=NC2)C2N(CCC2)C2C(N(CC2)C)=O)OC